C1(CC1)C(=O)NC1=CC=C(N=N1)CCCCN1N=NC(=C1)C(=O)NCC1=CC(=CC=C1)OC(F)(F)F 1-[4-(6-cyclopropaneamidopyridazin-3-yl)butyl]-N-{[3-(trifluoromethoxy)phenyl]methyl}-1H-1,2,3-triazole-4-carboxamide